(-)-N-[alpha-(hydroxymethyl)-β-hydroxy-p-nitrophenylethyl]2,2-dichloroacetamide OCC(C(O)C1=CC=C(C=C1)[N+](=O)[O-])NC(C(Cl)Cl)=O